C(CCCCC)C=1C=C(C=C(C1)CCCCCC)CC(=O)O 2-(3,5-dihexylphenyl)acetic acid